8-(4-chlorophenyl)-6-azaspiro[3.4]octane ClC1=CC=C(C=C1)C1CNCC12CCC2